ClC1=CC=C(C=C1)NC1=NN=C2N1C=CC=C2 N-(4-chlorophenyl)-[1,2,4]triazolo[4,3-a]pyridin-3-amine